O-mannopyranosylserine C1([C@@H](O)[C@@H](O)[C@H](O)[C@H](O1)CO)OC[C@H](N)C(=O)O